ClC=1C=C(C=C(C1)N1CCC(CC1)(F)F)C(=O)N1CCN(CC1)C=1OC=2C(=NC(=CC2)C)N1 [3-chloro-5-(4,4-difluoropiperidin-1-yl)phenyl]-[4-(5-methyl-[1,3]oxazolo[4,5-b]pyridin-2-yl)piperazin-1-yl]methanone